CC1=NC(=NO1)C1=CC=C2C=CN=C(C2=C1)NCCC(=O)O 3-[[7-(5-methyl-1,2,4-oxadiazol-3-yl)-1-isoquinolyl]amino]-propanoic acid